benzyl (2S,5R)-2-methyl-5-((5-(oxazol-2-yl)-1-((2-(trimethylsilyl)ethoxy)methyl)-1H-pyrrolo[2,3-b]pyridin-4-yl)amino)piperidine-1-carboxylate C[C@@H]1N(C[C@@H](CC1)NC1=C2C(=NC=C1C=1OC=CN1)N(C=C2)COCC[Si](C)(C)C)C(=O)OCC2=CC=CC=C2